N-(4-(4-amino-5-(4-((5-chloropyridin-2-yl)oxy)-3-hydroxyphenyl)-7-methyl-7H-pyrrolo[2,3-d]pyrimidin-6-yl)phenyl)methacrylamide NC=1C2=C(N=CN1)N(C(=C2C2=CC(=C(C=C2)OC2=NC=C(C=C2)Cl)O)C2=CC=C(C=C2)NC(C(=C)C)=O)C